benzyl (R)-4-(4-(4-(1-(3-(tert-butyl)-1,2,4-oxadiazole-5-carboxamido)ethyl)-2-fluoro-5-methylphenyl)-9H-pyrimido[4,5-b]indol-7-yl)piperazine-1-carboxylate C(C)(C)(C)C1=NOC(=N1)C(=O)N[C@H](C)C1=CC(=C(C=C1C)C1=NC=NC=2NC3=CC(=CC=C3C21)N2CCN(CC2)C(=O)OCC2=CC=CC=C2)F